N-(6-chloropyrazin-2-yl)-2-azabicyclo[3.1.0]hexane-3-carboxamide ClC1=CN=CC(=N1)NC(=O)C1NC2CC2C1